tert-butyl ((2-(((RS)-1-(2-((tert-butoxycarbonyl)(4,4-difluorocyclohexyl)amino)ethoxy)propan-2-yl)oxy)-4-methylphenyl)sulfonyl)-L-prolinate C(C)(C)(C)OC(=O)N(CCOC[C@@H](C)OC1=C(C=CC(=C1)C)S(=O)(=O)N1[C@@H](CCC1)C(=O)OC(C)(C)C)C1CCC(CC1)(F)F |&1:12|